NC1=NC=CC=C1C1=NC=2C(=NC(=CC2)C2=CC=CC=C2)N1C1=CC=C(C=C1)C1CN(C1)CC1CCC(CC1)C#N 4-((3-(4-(2-(2-aminopyridin-3-yl)-5-phenyl-3H-imidazo[4,5-b]pyridin-3-yl)phenyl)azetidin-1-yl)methyl)cyclohexane-1-carbonitrile